FC1(C[C@H](C[C@H](C1)NC=1C=NNC(C1C(F)(F)F)=O)CN1C(C2=CC(=C(C=C2C=C1)C1=NC=C(C=N1)C(F)(F)F)F)=O)F 2-(((1S,5R)-3,3-difluoro-5-((6-oxo-5-(trifluoromethyl)-1,6-dihydropyridazin-4-yl)amino)cyclohexyl)methyl)-7-fluoro-6-(5-(trifluoromethyl)pyrimidin-2-yl)isoquinolin-1(2H)-one